CN(C1=CC(OC1)=O)CC=1C=NC(=CC1)Cl 4-[methyl-[(6-chloropyridin-3-yl)methyl](amino)]furan-2(5H)-one